1-chloro-4-iodo-5-methoxy-2-(1-methylcyclopropyl)benzene ClC1=C(C=C(C(=C1)OC)I)C1(CC1)C